C(C)C=1C(=CC2=C(N(C(N2)=O)[C@H]2CN(CCC2)C2COC2)C1)C=1C=C(C=2N(C1)N=CN2)OC (R)-6-ethyl-5-(8-methoxy-[1,2,4]triazolo[1,5-a]pyridin-6-yl)-1-(1-(oxetan-3-yl)piperidin-3-yl)-1,3-dihydro-2H-benzo[d]imidazol-2-one